2-(2-chloro-4-(2-((1-(cyclopropylmethyl)-4-fluoro-1H-benzo[d]-imidazol-2-yl)-amino)-2-oxo-ethyl)phenoxy)-nicotinamide ClC1=C(OC2=C(C(=O)N)C=CC=N2)C=CC(=C1)CC(=O)NC1=NC2=C(N1CC1CC1)C=CC=C2F